COC([C@@H](N(C(=O)N1CCN(CCC1)C(=O)[C@@H]1N(CCCCC1)C(C1=CC=CC=C1)(C1=CC=CC=C1)C1=CC=CC=C1)C)C(C)C)=O N-methyl-N-(4-((R)-1-tritylazepan-2-carbonyl)-1,4-diazacycloheptane-1-carbonyl)-L-valine methyl ester